Cl.BrC=1C=C2C(=CC1)NC([C@@]21CN([C@@H](C1)C(=O)N)C([C@@H](NC)CC(C)C)=O)=O (3R,5'S)-5-bromo-1'-(methyl-L-leucyl)-2-oxospiro[indoline-3,3'-pyrrolidine]-5'-carboxamide hydrochloride